C(=O)(O)[C@H](C)[N+]1=C(C(=CC=C1O)O)C (S)-N-(1-carboxyethyl)-3-hydroxy-6-hydroxy-methylpyridinium